(R)-N-(4-(3-((5-chloropyrimidin-2-yl)amino)pyrrolidine-1-carbonyl)phenyl)-N-methylacrylamide ClC=1C=NC(=NC1)N[C@H]1CN(CC1)C(=O)C1=CC=C(C=C1)N(C(C=C)=O)C